C(#N)C(C(=O)NC(OCC)=O)=NNC1=CC(=C(C(=C1)Cl)OC1=NN(C(C=C1)=O)CC)Cl ethyl (2-cyano-2-(2-(3,5-dichloro-4-((1-ethyl-6-oxo-1,6-dihydropyridazin-3-yl)oxy)phenyl)hydrazono)acetyl)carbamate